tert-butyl 4-(7-(2-((tert-butoxycarbonyl)amino)-7-fluorobenzo[d]thiazol-4-yl)-8-fluoro-6-methoxy-2-((tetrahydro-1H-pyrrolizin-7a(5H)-yl)methoxy)quinazolin-4-yl)piperazine-1-carboxylate C(C)(C)(C)OC(=O)NC=1SC2=C(N1)C(=CC=C2F)C2=C(C=C1C(=NC(=NC1=C2F)OCC21CCCN1CCC2)N2CCN(CC2)C(=O)OC(C)(C)C)OC